P(=O)(OCC)(OCC)ON1N=NC2=C(C1=O)C=CC=C2 diethyl 4-oxo-3,4-dihydro-1,2,3-benzotriazin-3-yl phosphate